(1S)-1-(2-fluorophenyl)ethylamine HCl Cl.FC1=C(C=CC=C1)[C@H](C)N